ClC1=CC(=CC(=N1)C1=CC(=NC=C1)C(NC)=O)C1N(CCOC1)C(=O)OCCCC butyl 3-(6-chloro-2'-(methylcarbamoyl)-[2,4'-bipyridin]-4-yl)morpholine-4-carboxylate